FC1=C(CC=2C=CC(=NC2)C2OCCN(C2)C(CCC2=CNC3=CC=CC=C23)=O)C=CC=C1 1-(2-(5-(2-fluorobenzyl)pyridin-2-yl)morpholino)-3-(1H-indol-3-yl)propan-1-one